3-[(2E)-3,7-dimethyloct-2,6-dien-1-yl]-2,4-dihydroxy-6-hexylbenzoic acid C\C(=C/CC=1C(=C(C(=O)O)C(=CC1O)CCCCCC)O)\CCC=C(C)C